(2S)-2-({[(9H-fluoren-9-yl)methoxy]carbonyl}(propan-2-yl)amino)-3-phenyl-propanoic acid C1=CC=CC=2C3=CC=CC=C3C(C12)COC(=O)N([C@H](C(=O)O)CC1=CC=CC=C1)C(C)C